C(C)[C@]1(CNCC[C@H]1O)F |r| rac-trans-3-ethyl-3-fluoro-4-hydroxypiperidine